(tetrahydrofuran-2-yl)methyl methanesulfonate CS(=O)(=O)OCC1OCCC1